ClC1=CC(=C2C(=N1)N(C=N2)C[C@@H]2CCC(N2)=O)N2CCOCC2 (S)-5-((5-chloro-7-morpholino-3H-imidazo[4,5-b]pyridin-3-yl)methyl)pyrrolidin-2-one